N-(3-chloro-4-(cyclopropylmethoxy)-2-fluorophenyl)-6-(piperazin-1-yl)pyrido[3,2-d]pyrimidin-4-amine ClC=1C(=C(C=CC1OCC1CC1)NC=1C2=C(N=CN1)C=CC(=N2)N2CCNCC2)F